METHYL-1-PROPEN CC=CC